azo-cobalt N(=N[Co])[Co]